N=1N(N=CC1)CCCCCNC(C1=CC(=CC=C1)N1N=C(N=C1C1=CC=C(C=C1)OC)CC)=O N-(5-(2-2H-1,2,3-triazolyl)pentyl)-3-(3-ethyl-5-(4-methoxyphenyl)-1-1H-1,2,4-triazolyl)benzamide